CC1=NC2=CC=C(C=C2C(=C1)C1=CC=CC=C1)C(=O)N1CCOCC1 (2-methyl-4-phenylquinolin-6-yl)(morpholino)methanone